C1(CC1)N1CC2C(C1)CN(C2)C2=C(C=C(C(=C2)OC)C2=NC=C1C=C(C=3N(C1=C2)C=CN3)C3=C(C(=CC(=C3Cl)OC)OC)Cl)NC(C=C)=O N-(2-(5-cyclopropyl-hexahydropyrrolo[3,4-c]pyrrol-2(1H)-yl)-5-(4-(2,6-dichloro-3,5-dimethoxyphenyl)imidazo[1,2-a][1,6]naphthyridin-8-yl)-4-methoxyphenyl)acrylamide